C1=CC=CC=2C3=CC=CC=C3C(C12)COC(=O)N1[C@@H](CCC1)C(=O)O (S)-1-(9H-fluoren-9-ylmethoxycarbonyl)pyrrolidine-2-carboxylic acid